BrCCCCCCCC(OCCC#CCCCC)OCCC#CCCCC 1-((8-bromo-1-(oct-3-yn-1-yloxy)octyl)oxy)oct-3-yne